(S)-4-(6-((2-amino-2,4-dimethylpentyl)oxy)-5-methylpyridin-3-yl)quinoline-7-carbonitrile N[C@](COC1=C(C=C(C=N1)C1=CC=NC2=CC(=CC=C12)C#N)C)(CC(C)C)C